C[Pt](C1C=CC=C1)(CC)C dimethylethyl-(cyclopentadienyl)platinum (IV)